N-((1R,5S,6s)-3-(5-(3-cyano-6-(1-methyl-1H-pyrazol-4-yl)pyrazolo[1,5-a]pyridin-4-yl)pyridin-2-yl)-3-azabicyclo[3.1.0]hexane-6-yl)-5-fluoro-2-methylbenzamide C(#N)C=1C=NN2C1C(=CC(=C2)C=2C=NN(C2)C)C=2C=CC(=NC2)N2C[C@@H]1C([C@@H]1C2)NC(C2=C(C=CC(=C2)F)C)=O